deoxyaltrose O=CC[C@H](O)[C@H](O)[C@H](O)CO